FC1=NC=CC(=C1C1CCC(CC1)CC(=O)[O-])OC 2-(4-(2-fluoro-4-methoxypyridin-3-yl)cyclohexyl)acetate